methylethyloctyl methacrylate C(C(=C)C)(=O)OC(CCCCCCC)(CC)C